2-[(1S)-2,2-difluorocyclopropyl]-7-ethoxy-N-(6-methoxy-2-pyridyl)imidazo[1,2-a]pyridine-6-carboxamide FC1([C@@H](C1)C=1N=C2N(C=C(C(=C2)OCC)C(=O)NC2=NC(=CC=C2)OC)C1)F